tin disulfide sodium [Na].[Sn](=S)=S